N,N'-bis(salicylidene)pentanediamine C(C=1C(O)=CC=CC1)=NC(CCCC)N=CC=1C(O)=CC=CC1